2-(6-{5-Chloro-2-[(oxan-4-yl)amino]pyrimidin-4-yl}-1-oxo-2,3-dihydro-1H-isoindol-2-yl)-N-[1-(hydroxymethyl)cyclohexyl]acetamid ClC=1C(=NC(=NC1)NC1CCOCC1)C1=CC=C2CN(C(C2=C1)=O)CC(=O)NC1(CCCCC1)CO